(R or S)-2-chloro-N,N-dimethyl-4-(4-(1-(3,3,3-trifluoro-2-(3-fluorophenyl)-2-hydroxypropanoyl)piperidin-4-yl)butoxy)benzamide ClC1=C(C(=O)N(C)C)C=CC(=C1)OCCCCC1CCN(CC1)C([C@](C(F)(F)F)(O)C1=CC(=CC=C1)F)=O |o1:24|